C12CN(CC(CC1)N2)C2=NC(=NC1=C(C(=C(C=C21)C(F)(F)F)C2=CC=C(C=1SC(=C(C12)C#N)N)F)F)OCC1(CC1)OC 4-(4-(3,8-diazabicyclo[3.2.1]oct-3-yl)-8-fluoro-2-((1-methoxycyclopropyl)methoxy)-6-(trifluoromethyl)quinazolin-7-yl)-2-amino-7-fluorobenzo[b]thiophene-3-carbonitrile